3-(2-cyanoprop-2-yl)benzoic acid C(#N)C(C)(C)C=1C=C(C(=O)O)C=CC1